ethyl 3-((3-amino-5-methoxybenzyl)oxy)-propanoate NC=1C=C(COCCC(=O)OCC)C=C(C1)OC